N1=C(NC=2C=NC=CC21)C2=CC(=C(C(=C2)O)O)OC 5-(3H-imidazo[4,5-c]pyridin-2-yl)-3-methoxybenzene-1,2-diol